(4-(pyridin-2-yloxy)benzoyl)glycine N1=C(C=CC=C1)OC1=CC=C(C(=O)NCC(=O)O)C=C1